ClC=1C(=NN(C1C=1C=NC(=CC1OC(F)F)N[C@@H](CC1CC1)C)CC)C(=O)NCC1(CCC(CC1)S(=O)(=O)C)O |o1:17| 4-Chloro-5-(6-(((R*)-1-cyclopropylpropan-2-yl)amino)-4-(difluoromethoxy)pyridin-3-yl)-1-ethyl-N-(((1s,4S)-1-hydroxy-4-(methylsulfonyl)cyclohexyl)methyl)-1H-pyrazole-3-carboxamide